N-[3-fluoro-4-[(7-fluoro-1,5-naphthyridin-4-yl)oxy]phenyl]-5-(4-fluorophenyl)-4-hydroxy-6-methylpyridine-3-carboxamide FC=1C=C(C=CC1OC1=CC=NC2=CC(=CN=C12)F)NC(=O)C=1C=NC(=C(C1O)C1=CC=C(C=C1)F)C